O[C@@H]1CC2=CC[C@H]3[C@@H]4CC[C@H]([C@@H](CCC(=O)O)C)[C@]4(CC[C@@H]3[C@]2(CC1)C)C 3β-hydroxy-5-cholenoic acid